6-(4-Chloro-1-(4-(trifluoromethoxy)benzyl)-1H-indazol-7-carboxamido)spiro[3.3]heptan ClC1=C2C=NN(C2=C(C=C1)C(=O)NC1CC2(CCC2)C1)CC1=CC=C(C=C1)OC(F)(F)F